4-(2-Fluoro-6-methoxy-3-(trifluoromethyl)phenyl)-N-(5-((2-(methoxymethyl)allyl)oxy)-1,3,4-thiadiazol-2-yl)-6-methylnicotinamide FC1=C(C(=CC=C1C(F)(F)F)OC)C1=CC(=NC=C1C(=O)NC=1SC(=NN1)OCC(=C)COC)C